C1([C@H](O)[C@@H](O)[C@H](O)[C@H](O1)CO)O[C@@H]1[C@H](C(O[C@@H]([C@H]1O)CO)OC[C@H]([C@H]([C@@H]([C@H](C=O)O)O)O)O)O glucosyl-(1→3)-glucosyl-(1→6)-glucose